C1(CCCC1)NC(=O)C1=CC2=C(N=C(S2)N2CC3C(CC2)NCC3)C=C1 N-cyclopentyl-2-(octa-hydro-5H-pyrrolo[3,2-c]pyridin-5-yl)benzo-[d]thiazole-6-carboxamide